1-(3-Methylphenyl)-3-{4-phenoxy-3-[(1H-pyrazol-1-yl)methyl]phenyl}-1,3,5-triazinan-2,4,6-trion CC=1C=C(C=CC1)N1C(N(C(NC1=O)=O)C1=CC(=C(C=C1)OC1=CC=CC=C1)CN1N=CC=C1)=O